(3-{[2-(4-chlorophenyl)imidazo[1,2-a]pyridin-3-yl]methyl}-3,6-diazabicyclo[3.1.1]hept-6-yl)-(cyclobutyl)methanone ClC1=CC=C(C=C1)C=1N=C2N(C=CC=C2)C1CN1CC2N(C(C1)C2)C(=O)C2CCC2